tert-butyl 6-bromo-3,4-dihydroisoquinoline-2(1H)-carboxylate BrC=1C=C2CCN(CC2=CC1)C(=O)OC(C)(C)C